[Pb].S Hydrogen sulfide LEAD